2-[1-(3-bromophenyl)-3-methyl-cyclobutyl]acetylhydrazine BrC=1C=C(C=CC1)C1(CC(C1)C)CC(=O)NN